NC1=C(C=C(C=N1)NC(C(=O)N(C1COC2=C1C=CC(=C2)C(F)(F)F)C)=O)C N1-(6-amino-5-methylpyridin-3-yl)-N2-methyl-N2-(6-(trifluoromethyl)-2,3-dihydrobenzofuran-3-yl)oxalamide